CC1=CC(=C(COC(CCCN(C)C)=O)C=C1OCCCCCCCC\C=C/C\C=C/CCCCC)OCCCCCCCC\C=C/C\C=C/CCCCC 4-methyl-2,5-bis((9Z,12Z)-octadeca-9,12-dien-1-yloxy)benzyl-4-(dimethylamino)butanoate